ClC=1C(=NC=2CN(CCC2C1)CC1=NC2=C(N1C[C@H]1OCCC1)C(=C(C=C2)C(=O)O)F)OCC2=C(C=C(C=C2)C#N)F 2-({3-Chloro-2-[(4-cyano-2-fluorophenyl)methoxy]-5,6,7,8-tetrahydro-1,7-naphthyridin-7-yl}methyl)-7-fluoro-1-{[(2S)-oxolan-2-yl]methyl}-1H-1,3-benzodiazole-6-carboxylic acid